OCC1C(N(CCC1C1=CC(=CC=C1)OCCOC)C(=O)OC(C)(C)C)C (-)-tert-butyl (trans,trans)-3-(hydroxymethyl)-4-[3-(2-methoxy ethoxy)phenyl]-2-methylpiperidine-1-carboxylate